C(#N)CCC[Si](OCCCC)(OCCCC)OCCCC 3-cyanopropyl-tributoxysilane